C(C(CO)(CO)N)O trishydroxyMethylaminomethane